lithium 2,2'-ethylene-bis(4,6-di-t-butylphenyl) phosphate P1(=O)(OC2=C(C=C(C=C2C(C)(C)C)C(C)(C)C)CCC2=C(C(=CC(=C2)C(C)(C)C)C(C)(C)C)O1)[O-].[Li+]